4-(heptyloxy)-2-methylbenzoic acid C(CCCCCC)OC1=CC(=C(C(=O)O)C=C1)C